6-[6-chloro-8-fluoro-4-[(2S)-2-methylpiperazin-1-yl]quinazolin-7-yl]-4-methyl-5-(trifluoromethyl)pyridin-2-amine ClC=1C=C2C(=NC=NC2=C(C1C1=C(C(=CC(=N1)N)C)C(F)(F)F)F)N1[C@H](CNCC1)C